NC1=C(C=C(C=C1)S(=O)(=O)NC)C(=C)C 4-amino-3-isopropenyl-N-methyl-benzenesulfonamide